N1=CC=C2C=CC3=NC=CC4=CC=C1C2=C34 1,6-Diazapyrene